N-(5-cyclopentylpyrimidin-2-yl)-5-nitro-2-(pyrimidin-2-ylsulfanyl)benzamide C1(CCCC1)C=1C=NC(=NC1)NC(C1=C(C=CC(=C1)[N+](=O)[O-])SC1=NC=CC=N1)=O